4-(1-(4-(Trifluoromethoxy)phenyl)-1H-1,2,4-triazol-3-yl)phenyl (Z)-(3-(2-isopropyl-5-methylphenyl)-4-oxothiazolidin-2-ylidene)carbamate C(C)(C)C1=C(C=C(C=C1)C)N1/C(/SCC1=O)=N/C(OC1=CC=C(C=C1)C1=NN(C=N1)C1=CC=C(C=C1)OC(F)(F)F)=O